t-butyl (3-aminophenyl)carbanate NC=1C=C(C=CC1)C(=O)OC(C)(C)C